FC1=CC=C(C=C1)N1C(=C(C2=CC(=CC=C12)OC)C(C#N)C)C 2-[1-(4-fluorophenyl)-5-methoxy-2-methyl-indol-3-yl]propanenitrile